CC(CCCCCCC(=O)O)(C(CCCCCCC(=O)O)(C(=O)OC)C)C(=O)OC 8,9-dimethyl-8,9-dimethoxycarbonyl-hexadecanedioic acid